n-docosyl octacosyl ether C(CCCCCCCCCCCCCCCCCCCCCCCCCCC)OCCCCCCCCCCCCCCCCCCCCCC